2-(3-((R)-(4-methyl-4H-1,2,4-triazol-3-yl)((1r,3R)-3-(trifluoromethoxy)-cyclobutyl)methyl)phenyl)-6-(((1-methylcyclobutyl)amino)methyl)-4-(trifluoromethyl)-isoindolin-1-one CN1C(=NN=C1)[C@@H](C=1C=C(C=CC1)N1C(C2=CC(=CC(=C2C1)C(F)(F)F)CNC1(CCC1)C)=O)C1CC(C1)OC(F)(F)F